1-(1-(2-(2,6-dioxopiperidin-3-yl)-1,3-dioxoisoindolin-5-yl)piperidine-4-carbonyl)pyrrolidine-3-carboxylic acid O=C1NC(CCC1N1C(C2=CC=C(C=C2C1=O)N1CCC(CC1)C(=O)N1CC(CC1)C(=O)O)=O)=O